C(C)(CC)N1N=C(C(=C1CC(C)C)O)C(C)(C)C 1-sec-butyl-5-isobutyl-3-tert-butyl-4-hydroxy-pyrazole